ClC=1N=CC(=NC1)N1CCC2(CC1)[C@@H](C1=CC=CC=C1C2)N (S)-1'-(5-chloropyrazin-2-yl)-1,3-dihydrospiro[indene-2,4'-piperidin]-1-amine